C(C1=CC(C(=O)[O-])=CC=C1)(=O)OC mono-Methyl isophthalate